(2S)-2-(pyridin-3-ylformamido)propanoic acid N1=CC(=CC=C1)C(=O)N[C@H](C(=O)O)C